4-[(6,7-Dimethoxy-4-quinolinyl)oxy]-2-fluoroaniline COC=1C=C2C(=CC=NC2=CC1OC)OC1=CC(=C(N)C=C1)F